furylfurfuryl-amine O1C(=CC=C1)NCC1=CC=CO1